N1C(=S)NC(=S)CC1=O dithiobarbituric acid